4,5-diamino-1-tert.-butyl-3-methylpyrazole NC=1C(=NN(C1N)C(C)(C)C)C